C(C)(C)(C)C1=NN(C(=C1)NC(=O)C1=CSC=2CN(CCC21)C(=O)C2=CN=C1N2C=CC=C1)CC(F)(F)F N-(3-(tert-butyl)-1-(2,2,2-trifluoroethyl)-1H-pyrazol-5-yl)-6-(imidazo[1,2-a]pyridine-3-carbonyl)-4,5,6,7-tetrahydrothieno[2,3-c]pyridine-3-carboxamide